([(1R,5S)-bicyclo[3.1.0]hexan-3-yl]methyl)-2,3,6,7-tetrahydro-1H-purine-2,6-dione [C@H]12CC(C[C@@H]2C1)CN1C(NC=2N=CNC2C1=O)=O